FC1=C(OCC2CCN(CC2)C(=O)OCC2=CC=CC=C2)C(=C(C(=C1F)SC)F)F benzyl 4-((2,3,5,6-tetrafluoro-4-(methylthio)phenoxy)methyl)piperidine-1-carboxylate